racemic-(2R)-2-(2-(2-hydroxypropionyl)-6-(3-methyl-1H-pyrrolo[2,3-b]pyridin-5-yl) Isoindolin-4-yl)pyrrolidine-1-carboxylate OC(C(=O)N1CC2=CC(=CC(=C2C1)[C@@H]1N(CCC1)C(=O)[O-])C=1C=C2C(=NC1)NC=C2C)C |r|